CS(=O)(=O)OCCOCCCOCCOS(=O)(=O)C 2-[3-(2-Methylsulfonyloxyethoxy)propoxy]ethyl methanesulfonate